C(CCCCCCCCCCCCCCCCCC)N(C1=CC=CC=C1)CCCCCCCCCCCCCCCCCCC N,N-dinonadecyl-aniline